CC1=C(C(=C(C1([Rh](Cl)Cl)C)C)C)C pentamethylcyclopentadienyl-rhodium(III) chloride